C(C1=CC=CC=C1)OC=1C(=C(C=C(C1)CC1=CC=C(C=C1)S(=O)(=O)[O-])CC1=CC=C(C=C1)S(=O)(=O)[O-])C(=O)N1CC2=CC=C(C=C2C1)CNC1COC1 5-(benzyloxy)-4-(5-((oxetan-3-ylamino) methyl) isoindoline-2-carbonyl)-1,3-phenylenebis(4-toluenesulfonate)